Ethyl 3-((4-chloro-3-(fluoromethoxy) benzyl) amino)-1H-pyrrole-2-carboxylate ClC1=C(C=C(CNC2=C(NC=C2)C(=O)OCC)C=C1)OCF